5,7-Difluoro-1-(4-(pyrrolidin-1-yl)phenyl)-1H-indazol-6-ol FC=1C=C2C=NN(C2=C(C1O)F)C1=CC=C(C=C1)N1CCCC1